C(CCCC)[Sn](N(C)C)(N(C)C)N(C)C pentyltris(dimethylamino)tin